C(#C)C1CCN(CC1)CC(=O)N=S(=O)(C)CC1=CC(=NC=C1)NC1=NC=C(C(=C1)C1=C(C=C(C=C1)F)OC)F 2-(4-ethynylpiperidin-1-yl)-N-{[(2-{[5-fluoro-4-(4-fluoro-2-methoxyphenyl)pyridin-2-yl]amino}pyridin-4-yl)methyl](methyl)oxo-λ6-sulfanylidene}acetamide